1-(5-bromo-2-methoxypyridin-3-yl)-2-((tert-butyldimethylsilyl)oxy)ethan-1-ol BrC=1C=C(C(=NC1)OC)C(CO[Si](C)(C)C(C)(C)C)O